1-(4-chlorophenyl)azetidine ClC1=CC=C(C=C1)N1CCC1